ethyl (4S)-4-hydroxypent-2-ynoate O[C@H](C#CC(=O)OCC)C